N,N-diethyl-3-iodo-5-(p-tolyloxy)aniline C(C)N(C1=CC(=CC(=C1)OC1=CC=C(C=C1)C)I)CC